O1COC2=C1C=CC(=C2)CNC(=O)C=2N(C1=CC=C(C=C1C2)NC(C2=C(C=CC(=C2)CNC(C(C)C)=O)Cl)=O)C N-(benzo[d][1,3]dioxol-5-ylmethyl)-5-(2-chloro-5-(isobutyramidomethyl)benzamido)-1-methyl-1H-indole-2-carboxamide